C1(CC1)N1CC(C1)(F)[C@@](C=1C=NC=C(C#N)C1)(C1=CC=C(C=C1)C(C)C)O 5-[(S)-(1-cyclopropyl-3-fluoro-azetidin-3-yl)-hydroxy-(4-isopropyl-phenyl)-methyl]-nicotinonitrile